O=C1O[C@]2(CN1CC1=CC(=NO1)C1=CC=CC=C1)C[C@H](CCC2)CN2C=NC1=C2C=C(C=C1)C#N 1-({(5S,7S)-2-oxo-3-[(3-phenyl-5-isoxazolyl)methyl]-1-oxa-3-azaspiro[4.5]dec-7-yl}methyl)-1H-benzimidazole-6-carbonitrile